COC(=O)C1(CC=CCC1)CC=C(C)C 1-(3-methylbut-2-enyl)cyclohex-3-ene-1-carboxylic acid methyl ester